(3R)-N-[2,4-difluoro-3-[5-[4-(4-piperazin-1-yl-1-piperidyl)phenyl]-1H-pyrrolo[2,3-b]pyridine-3-carbonyl]phenyl]-3-fluoro-pyrrolidine-1-sulfonamide trifluoroacetic acid salt FC(C(=O)O)(F)F.FC1=C(C=CC(=C1C(=O)C1=CNC2=NC=C(C=C21)C2=CC=C(C=C2)N2CCC(CC2)N2CCNCC2)F)NS(=O)(=O)N2C[C@@H](CC2)F